ClC1=C(C(=CC(=C1)F)Cl)C1=CC=C(C2=C1OCCO2)C[C@@H](C(=O)OC)NC(C2=C(C=CC=C2Cl)Cl)=O methyl (S)-3-(8-(2,6-dichloro-4-fluorophenyl)-2,3-dihydrobenzo[b][1,4]dioxin-5-yl)-2-(2,6-dichlorobenzamido)propanoate